4-((3-(1-(5,8-dioxaspiro[3.4]octan-1-yl)-1H-pyrazol-4-yl)-2-methoxyphenyl)amino)-6-((S)-2,2-dimethylcyclopropane-1-carboxamido)nicotinamide C1(CCC12OCCO2)N2N=CC(=C2)C=2C(=C(C=CC2)NC2=CC(=NC=C2C(=O)N)NC(=O)[C@@H]2C(C2)(C)C)OC